C(C)(=O)N1CCC(CC1)N1C(N(C2=NC=CC=C21)CC2=C(C=C(C=C2)C=2OC(=NN2)C(F)F)F)=O 1-(1-Acetylpiperidin-4-yl)-3-(4-(5-(difluoromethyl)-1,3,4-oxadiazol-2-yl)-2-fluorobenzyl)-1,3-dihydro-2H-imidazo[4,5-b]pyridin-2-one